(R)-N-(1-(1-(naphthalen-1-yl)ethyl)piperidin-4-yl)-N-(2-oxo-2-(2-propioloylhydrazineyl)ethyl)methanesulfonamide C1(=CC=CC2=CC=CC=C12)[C@@H](C)N1CCC(CC1)N(S(=O)(=O)C)CC(NNC(C#C)=O)=O